ClC1=CC=C(C=C1)C1SCCCS1 2-(4-chlorophenyl)-1,3-dithiane